(2R,3R,4S,5R,6R)-4-(4-(4-chloro-2,3-difluorophenyl)-1H-1,2,3-triazol-1-yl)-6-((3-(1-hydroxycyclobutyl)isoxazol-5-yl)methyl)-2-(hydroxymethyl)-5-methoxytetrahydro-2H-pyran-3-ol ClC1=C(C(=C(C=C1)C=1N=NN(C1)[C@H]1[C@H]([C@H](O[C@@H]([C@@H]1OC)CC1=CC(=NO1)C1(CCC1)O)CO)O)F)F